CN(C(C)C=1SC=CN1)C N,N-dimethyl-1-(thiazol-2-yl)ethan-1-amine